C(C)(=O)OCCC(CC=CCCCCC)C 3-methylundec-5-en-1-yl acetate